5-[1-(3,5-dichlorophenyl)-3-(2,2-dimethyl-1,4-diazepane-1-carbonyl)-7-methoxy-4,5-dihydrobenzo[g]indazol-8-yl]pyridine-3-carboxamide ClC=1C=C(C=C(C1)Cl)N1N=C(C=2CCC3=C(C12)C=C(C(=C3)OC)C=3C=C(C=NC3)C(=O)N)C(=O)N3C(CNCCC3)(C)C